N-(1-(4-aminobenzyl)-1H-pyrazol-4-yl)-6-fluoro-4-methyl-1-oxo-1,2,3,4-tetrahydropyrazino[1,2-a]indole-7-carboxamide NC1=CC=C(CN2N=CC(=C2)NC(=O)C=2C=CC=3C=C4N(C3C2F)C(CNC4=O)C)C=C1